hexafluorophosphate-chloroform C(Cl)(Cl)Cl.F[P-](F)(F)(F)(F)F